4-chlorodispiro[indene-1,1'-cyclohexane-3',2''-[1,3]dioxolane]-3(2H)-one ClC1=C2C(CC3(CC4(OCCO4)CCC3)C2=CC=C1)=O